(3R)-tert-butyl 11,11-difluoro-8-hydroxy-8-(hydroxymethyl)-3-methyl-3,4,8,9,10,11-hexahydro-1H-pyrido[4',3':3,4]pyrazolo[1,5-a]azepine-2(7H)-carboxylate FC1(C=2N(CC(CC1)(CO)O)N=C1C2CN([C@@H](C1)C)C(=O)OC(C)(C)C)F